5-(4-(3-(azetidin-1-yl)phenyl)piperazine-1-carbonyl)-3-fluoro-2-hydroxybenzaldehyde N1(CCC1)C=1C=C(C=CC1)N1CCN(CC1)C(=O)C=1C=C(C(=C(C=O)C1)O)F